FC(C1=CC(=NC(=C1)[C@]1(COCC1)OC)C=1C=C(N2C=NC(=CC21)N)C2COCC2)F 5-(4-(Difluoromethyl)-6-((R)-3-methoxytetrahydrofuran-3-yl)pyridin-2-yl)-7-(tetrahydrofuran-3-yl)pyrrolo[1,2-c]pyrimidin-3-amine